N-(3-iodophenyl)-N-methyl-8-nitro-[1,2,4]Triazolo[4,3-a]Quinazolin-5-amine IC=1C=C(C=CC1)N(C1=NC=2N(C3=CC(=CC=C13)[N+](=O)[O-])C=NN2)C